N-(2-(3-(but-3-yn-1-yl)-3H-diazirin-3-yl)ethyl)-3-(2-(4-(trifluoromethyl)phenyl)benzo[d]imidazo[2,1-b]thiazol-8-yl)propanamide 2,2,2-trifluoroacetate FC(C(=O)O)(F)F.C(CC#C)C1(N=N1)CCNC(CCC1=CC=CC=2N3C(SC21)=NC(=C3)C3=CC=C(C=C3)C(F)(F)F)=O